F[Sb-](F)(F)(F)(F)F.OC(COC1=CC=C(C=C1)[I+]C1=CC=CC=C1)CCCCCCCCCCCC [4-[(2-hydroxytetradecyl)-oxy]-phenyl]-phenyliodonium hexafluoroantimonate